OC1=C(C=CC=C1)C1=CC2=C(N=N1)NC1=C2[C@H](N(CC1)C=1SC(=CN1)C1CCN(CC1)C1CC2(CN(C2)C(=O)OC(C)(C)C)C1)C (R)-tert-butyl 6-(4-(2-(3-(2-hydroxyphenyl)-5-methyl-7,8-dihydro-5H-pyrido[3',4':4,5]pyrrolo[2,3-c]pyridazin-6(9H)-yl)thiazol-5-yl)piperidin-1-yl)-2-azaspiro[3.3]heptane-2-carboxylate